(S)-N-(tetrahydrofuran-3-yl)-5,6,7,8-tetrahydropyrido[4,3-d]pyrimidin-4-amine hydrochloride Cl.O1C[C@H](CC1)NC=1C2=C(N=CN1)CCNC2